p-tolyl-butyric acid C1(=CC=C(C=C1)C(C(=O)O)CC)C